tert-butyl 4-cyano-4-[3-[(E)-dimethylaminomethyleneamino]pyrazin-2-yl]piperidine-1-carboxylate C(#N)C1(CCN(CC1)C(=O)OC(C)(C)C)C1=NC=CN=C1/N=C/N(C)C